ClC1=CC=C(C=C1)C1=C(C=C(C(=C1)C)\C=C\C)C (E)-4'-chloro-2,5-dimethyl-4-propenyl-1,1'-biphenyl